N-(2-chlorobenzyl)-2-(methoxymethyl)-1-methyl-6-({[2-(trifluoromethyl)phenyl]carbonyl}amino)-1H-benzimidazole-4-carboxamide ClC1=C(CNC(=O)C2=CC(=CC=3N(C(=NC32)COC)C)NC(=O)C3=C(C=CC=C3)C(F)(F)F)C=CC=C1